2-[(2,2-dimethylpropyl){[4-(4-methylpiperazin-1-yl)phenyl]methyl}amino]pyrimidine-4-carbonitrile CC(CN(C1=NC=CC(=N1)C#N)CC1=CC=C(C=C1)N1CCN(CC1)C)(C)C